N-(1-(quinolin-2-yl)ethyl)acetamide N1=C(C=CC2=CC=CC=C12)C(C)NC(C)=O